NC1=C(C=C2C(=N1)C=C(N2)CN2[C@]1(C=3C=NC=CC3C2=O)C(N(CC1)CC1=CC=C(C=C1)F)=O)F (R)-2'-((5-Amino-6-fluoro-1H-pyrrolo[3,2-b]pyridin-2-yl)methyl)-1-(4-fluorobenzyl)spiro[pyrrolidine-3,3'-pyrrolo[3,4-c]pyridine]-1',2(2'H)-dione